C(C)(=O)OC1=CC=C(C[C@H](N)C(=O)O)C=C1 O-acetyl-L-tyrosine